(5R,6S)-5-hydroxy-6-((R)-5H-imidazo[5,1-a]isoindol-5-yl)-N-methyl-5,6,7,8-tetrahydronaphthalene-2-carboxamide O[C@H]1C=2C=CC(=CC2CC[C@H]1[C@H]1N2C(C3=CC=CC=C13)=CN=C2)C(=O)NC